4-N-BOC-AMINO-3-METHOXY-PHENYLBORONIC ACID B(C1=CC(=C(C=C1)NC(=O)OC(C)(C)C)OC)(O)O